(5aS,6R,11bS)-14-(cyclopropylmethyl)-2,3,4,5,6,7-hexahydro-6,11b-(epiminoethano)naphtho[1,2-d]azepine-5a,10(1H)-diol C1(CC1)CN1CC[C@]23CCNCC[C@]2([C@H]1CC1=CC=C(C=C13)O)O